C(C)OC(C(C)(C)OC1=C(C=C(C=C1C)CN1N=CN(C1=O)C1=CC=C(C=C1)OC(F)(F)F)C)=O 2-(2,6-Dimethyl-4-((5-oxo-4-(4-(trifluoromethoxy)phenyl)-4,5-dihydro-1H-1,2,4-Triazol-1-yl)methyl)phenoxy)-2-methylpropionic acid ethyl ester